[Te].[Si].[Bi] bismuth-silicon-tellurium